C(C)(C)(C)OC(=O)N[C@H](C(=O)N1[C@@H](CC[C@@H]1C=C)C(=O)OC)C=C methyl (2S,5R)-1-((S)-2-((tert-butoxycarbonyl)amino)but-3-enoyl)-5-vinylpyrrolidine-2-carboxylate